(2,6-Dichloropyridin-4-yl)methyl isopentylglycinate hydrochloride Cl.C(CC(C)C)NCC(=O)OCC1=CC(=NC(=C1)Cl)Cl